NC1=NC=C(C(=N1)C(F)F)C1=NC(=NC(=N1)N1CCOCC1)N1CCN(CC1)C(=O)C1CCN(CC1)C(C=C(C)C)=O 1-(4-(4-(4-(2-amino-4-(difluoromethyl)pyrimidin-5-yl)-6-morpholino-1,3,5-triazin-2-yl)piperazine-1-carbonyl)piperidin-1-yl)-3-methylbut-2-en-1-one